C(CCC)[C@@H]1CC[C@H](CC1)COC1=C(C(=C(C=C1)C1=C(C(=C(C=C1)OCC)F)F)F)F 4-[(trans-4-butylcyclohexyl)methoxy]-4'-ethoxy-2,2',3,3'-tetrafluoro-1,1'-biphenyl